(E)-1-(4'-bromophenyl)-2-bromoethylene BrC1=CC=C(C=C1)\C=C\Br